4-chlorothieno[3,2-c]pyridine ClC1=NC=CC2=C1C=CS2